8-(4-(dimethylamino)-2-isobutoxyphenyl)-7,8-dihydro-[1,3]dioxolo[4,5-g]quinolin-6(5H)-one CN(C1=CC(=C(C=C1)C1CC(NC=2C=C3C(=CC12)OCO3)=O)OCC(C)C)C